(R)-2-amino-3-(1-methyl-1H-indol-3-yl)thiopropionate hydrochloride Cl.N[C@@H](C(=S)O)CC1=CN(C2=CC=CC=C12)C